CN(C1CCN(CC1)C1=C(C=C(C=N1)CC=1N=C2C(=NC(=NN2C1)NC(CC)CC)N)C)C ((6-(4-(dimethylamino)piperidin-1-yl)-5-methylpyridin-3-yl)methyl)-N2-(pentan-3-yl)imidazo[2,1-f][1,2,4]triazine-2,4-diamine